tetramethyl-meta-xylylene diisocyanate CC(C=1C=C(C=CC1)C(C)(C)N=C=O)(C)N=C=O